C(C)(C)(C)C1=CC2=C(C3=C(C4=CC=C(C=C4C(=C3C(=C2C=C1)C1=CC=C(C=C1)C(C)(C)C)C1=CC=CC=C1)C(C)(C)C)C1=CC=C(C=C1)C(C)(C)C)C1=CC=CC=C1 2,8-Di-tert-butyl-5,11-bis(4-tert-butyl-phenyl)-6,12-diphenyltetracene